C(C)C1=CC=C(C=C1)C1=C(C(C(N1CCN1CCOCC1)=O)(CC(C(C(C(F)(F)F)(F)F)(F)F)(F)F)C)C 5-(4-ethylphenyl)-3,4-dimethyl-1-(2-morpholinoethyl)-3-(2,2,3,3,4,4,5,5,5-nonafluoropentyl)-1,3-dihydro-2H-pyrrol-2-one